O1CC(CC1)=O 3-oxolanone